C(C)(C)(C)OC(=O)N1C(CC(CC1)C1=CC=CC=C1)C(N[C@H](C(=O)NCC=1C(=NC(=CC1)N)C)C)=O 2-(((S)-1-(((6-amino-2-methylpyridin-3-yl)methyl)amino)-1-oxopropan-2-yl)carbamoyl)-4-phenylpiperidine-1-carboxylic acid tert-butyl ester